(R)-N-(1-(3-cyclopropyl-6-fluoro-4-oxo-2-((S)-tetrahydrofuran-2-yl)-3,4-dihydroquinazolin-8-yl)ethylidene)-2-methylpropane-2-sulfinamide C1(CC1)N1C(=NC2=C(C=C(C=C2C1=O)F)C(C)=N[S@](=O)C(C)(C)C)[C@H]1OCCC1